CN1CCN(CC1)C1CC2=C(N(N=C2CC1)C1=NC=NC=C1)O 5-(4-methylpiperazin-1-yl)-2-(pyrimidin-4-yl)-4,5,6,7-tetrahydro-2H-indazol-3-ol